C(C1=CC=CC=C1)OC1=CC2=C(N(C(N2COCC[Si](C)(C)C)=O)C)C=C1 5-(benzyloxy)-1-methyl-3-((2-(trimethylsilyl)ethoxy)methyl)-1,3-dihydro-2H-benzo[d]imidazol-2-one